(iodophenyl)diphenyl-sulfonium IC1=C(C=CC=C1)[S+](C1=CC=CC=C1)C1=CC=CC=C1